1'-(4-Acetylphenyl)-2,2-dimethyl-2,3-dihydro-1H-spiro[pyrazolo[1,2-a]indazole-9,3'-pyrrolidine]-1,2',5'-trione C(C)(=O)C1=CC=C(C=C1)N1C(C2(CC1=O)N1N(C=3C=CC=CC32)CC(C1=O)(C)C)=O